ClC=1C2=C(N=CN1)N1C(=C2C2=CC(=C(C=C2)OC2=NC(=CC=C2)C)F)N(CC1)C1=C(C(=CC=C1)[N+](=O)[O-])OC 4-chloro-5-(3-fluoro-4-((6-methylpyridin-2-yl)oxy)phenyl)-6-(2-methoxy-3-nitrophenyl)-7,8-dihydro-6H-imidazo[1',2':1,5]pyrrolo[2,3-d]pyrimidine